dibenzofuranyl-[phenyl-(biphenylyl)triazinyl]biphenyl C1(=CC=CC=2OC3=C(C21)C=CC=C3)C=3C(=C(C=CC3)C3=CC=CC=C3)C3=NN=NC(=C3C3=C(C=CC=C3)C3=CC=CC=C3)C3=CC=CC=C3